(2R,3S)-1,4-bis(2-thiazol-2-ylpropylsulfanyl)butane-2,3-diol S1C(=NC=C1)C(CSC[C@@H]([C@@H](CSCC(C)C=1SC=CN1)O)O)C